calcium-aluminum phosphorus [P].[Al].[Ca]